aluminum sodium salt [Na].[Al]